5-(2-nitrophenoxy)benzaldehyde [N+](=O)([O-])C1=C(OC=2C=CC=C(C=O)C2)C=CC=C1